C(CCC)C1=CC=C(C=C1)C=1N=C(OC1)CC(C(=O)O)=C 2-((4-(4-butylphenyl)oxazol-2-yl)methyl)acrylic acid